C(C)OC(CCC)OC(C(=C)C)=O 1-ethoxybutyl-methacrylate